4,4'-bis(4-(diphenylamino)styryl)biphenyl C1(=CC=CC=C1)N(C1=CC=C(C=CC2=CC=C(C=C2)C2=CC=C(C=C2)C=CC2=CC=C(C=C2)N(C2=CC=CC=C2)C2=CC=CC=C2)C=C1)C1=CC=CC=C1